CS(=O)(=O)OCC1N(CCCC1)C1=C(C(=O)[O-])C=CC=C1 ((((methylsulfonyl)oxy)methyl)piperidin-1-yl)benzoate